C(C)(C)(C)OC(C(C(C)C)NC(CCCCCCCSCCCCCC(=O)O)=O)=O 6-(8-(1-tert-butoxy-3-methyl-1-oxobutan-2-ylamino)-8-oxooctylthio)hexanoic acid